2-chlorospiro[7,8-dihydroquinoline-6,1'-cyclopropane]-5-one ClC1=NC=2CCC3(CC3)C(C2C=C1)=O